2,2-dimethoxy-4-trifluoromethyl-1,3-dioxolane COC1(OCC(O1)C(F)(F)F)OC